ethyl 2-(4-(3-(N'-(2-chloro-4-hydroxy-phenyl)carbamimidoyl)-4-(cyclopentylamino)pyrrolo[1,2-b]pyridazin-6-yl)phenoxy)acetate ClC1=C(C=CC(=C1)O)N=C(N)C1=C(C=2N(N=C1)C=C(C2)C2=CC=C(OCC(=O)OCC)C=C2)NC2CCCC2